CSC=1C=CC=C2C(=NN(C12)COCC[Si](C)(C)C)C(C)(C)NC(=O)C1[C@H]2CN(C[C@@H]12)C(=O)OC(C)(C)C tert-butyl (1R,5S,6R)-6-((2-(7-(methylthio)-1-((2-(trimethylsilyl)ethoxy)methyl)-1H-indazol-3-yl)propan-2-yl)carbamoyl)-3-azabicyclo[3.1.0]hexane-3-carboxylate